C1(CC1)C1CCC(N(C1)C(=O)OC(C)(C)C)=O tert-butyl 5-cyclopropyl-2-oxopiperidine-1-carboxylate